CC1=CC=C(C=C1)NC(=N)NC(=N)NCCCCCCCC 1-(4-methylphenyl)-5-octylbiguanide